CC1N(CCN(CCN(C1)C)C)C 2-methyl-1,4,7-trimethyl-1,4,7-triazacyclononane